4'-(3-((2-(furan-3-yl)-6-methylthieno[2,3-d]pyrimidin-4-yl)amino)propyl)-[1,1'-biphenyl]-4-carbonitrile O1C=C(C=C1)C=1N=C(C2=C(N1)SC(=C2)C)NCCCC2=CC=C(C=C2)C2=CC=C(C=C2)C#N